C(C1=CC=CC=C1)NC(C=C(S(=O)(=O)C1=CC=C(C)C=C1)F)=O N-benzyl-3-fluoro-3-(p-toluenesulfonyl)acrylamide